C(#N)C1=CC=C(C=C1)C=1C=C2C(=NC1)NC=C2C(=O)C=2C(=C(C=CC2)N2CCCC2)F N-[3-[5-(4-cyanophenyl)-1H-pyrrolo[2,3-b]pyridine-3-carbonyl]-2-fluoro-phenyl]pyrrolidine